(1S,2R,3S,5S)-4-(6-(benzylamino)-2-(5-chloropyridin-3-yl)-9H-purin-9-yl)-2,3-dihydroxyl-N-methylbicyclo-[3.1.0]hexane-1-formamide C(C1=CC=CC=C1)NC1=C2N=CN(C2=NC(=N1)C=1C=NC=C(C1)Cl)C1[C@@H]([C@@H]([C@@]2(C[C@H]12)C(=O)NC)O)O